C(#N)[C@@H](C)N1N=C(C(=C1)NC=1N=CC2=C(N1)N(C(=C2)C#N)[C@@H]2COC[C@@H]2C)OC(C)C 2-((1-((R)-1-cyanoethyl)-3-isopropoxy-1H-pyrazol-4-yl)amino)-7-((3s,4R)-4-methyltetrahydrofuran-3-yl)-7H-pyrrolo[2,3-d]pyrimidine-6-carbonitrile